2,2-dichloro-7-fluoro-2H-benzo[b][1,4]oxazin-3(4H)-one ClC1(C(NC2=C(O1)C=C(C=C2)F)=O)Cl